(trihydroxysilyl)-1-propane-sulfonic acid O[Si](O)(O)C(CC)S(=O)(=O)O